N-(2,2-dimethoxyethyl)-2-methylsulfanyl-5-bromopyrimidine-4-carboxamide COC(CNC(=O)C1=NC(=NC=C1Br)SC)OC